N-(8-bromo-5-quinolyl)-2,8-dimethyl-imidazo[1,2-b]pyridazine-6-carboxamide BrC=1C=CC(=C2C=CC=NC12)NC(=O)C=1C=C(C=2N(N1)C=C(N2)C)C